(1R)-1-[(2R)-3,3-difluoro-1-[(S)-2-methylpropane-2-sulfinyl]azetidin-2-yl]ethanol FC1([C@H](N(C1)[S@@](=O)C(C)(C)C)[C@@H](C)O)F